Cl.NC1(CCN(CC1)C1=CN=C(C(=N1)N)C1=C(C(=CC=C1)Cl)Cl)C 6-(4-amino-4-methylpiperidin-1-yl)-3-(2,3-dichlorophenyl)pyrazin-2-amine hydrochloride